C(C)(C)(C)OC(=O)NC(C(=O)OC)C\C=C/C1=CC=CC=C1 Methyl (Z)-2-((tert-butoxycarbonyl)amino)-5-phenylpent-4-enoate